CC1=NN(C=N1)C1=NC=2N(C=C1)N=CC2C(=O)N 5-(3-methyl-1H-1,2,4-triazol-1-yl)pyrazolo[1,5-a]pyrimidin-3-carboxamid